4-(2-(2-(1-methyl-1H-pyrazol-5-yl)ethyl)-6-(3-(m-tolyl)-1H-pyrazol-1-yl)pyrimidin-4-yl)morpholine CN1N=CC=C1CCC1=NC(=CC(=N1)N1CCOCC1)N1N=C(C=C1)C=1C=C(C=CC1)C